C[C@H]1NC[C@@H](NC1)C (2R,5S)-2,5-dimethylpiperazine